N,N'-bis(1-ethyl-3-methyl-pentyl)-p-phenylene-diamine C(C)C(CC(CC)C)NC1=CC=C(C=C1)NC(CC(CC)C)CC